tert-butyl 4-(((2-(2,6-dioxopiperidin-3-yl)-1-oxoisoindolin-4-yl)amino)methyl)piperidine-1-carboxylate O=C1NC(CCC1N1C(C2=CC=CC(=C2C1)NCC1CCN(CC1)C(=O)OC(C)(C)C)=O)=O